C(C)OC1=C(C=C(C=C1)S(=O)(=O)N1CC(C1)CO)C1=NN2C(C=N1)=C(N=C2CCC)C 2-(2-ethoxy-5-((3-(hydroxymethyl)azetidin-1-Yl)sulfonyl)phenyl)-5-methyl-7-propylimidazo[5,1-f][1,2,4]Triazin